(6-(3-Methoxyphenyl)pyridazin-4-yl)(p-tolyl)methanone COC=1C=C(C=CC1)C1=CC(=CN=N1)C(=O)C1=CC=C(C=C1)C